CC1=NC(=NC(=C1)C)NC=1C2=C(NN1)C(N(C2)C(=O)N2[C@H](CN([C@@H](C2)C)CC2CCOCC2)C)(C)C N-(4,6-dimethylpyrimidin-2-yl)-5-{[(2S,5R)-2,5-dimethyl-4-(tetrahydro-2H-pyran-4-ylmethyl)piperazin-1-yl]carbonyl}-6,6-dimethyl-1,4,5,6-tetrahydropyrrolo[3,4-c]pyrazol-3-amine